[N+](=O)([O-])C=1C=CC(=C(C(=O)O)C1)NCCCC1=CC=CC=C1 5-nitro-2-(3-phenylpropyl-amino)benzoic acid